4,4,5,5-tetramethyl-2-(2-(3-methyl-2-(4,4,5,5-tetramethyl-1,3,2-dioxaborolan-2-yl)bicyclo[1.1.1]pentan-1-yl)propan-2-yl)-1,3,2-dioxaborolane CC1(OB(OC1(C)C)C(C)(C)C12C(C(C1)(C2)C)B2OC(C(O2)(C)C)(C)C)C